C(C=C)OC1=NC(=NC(=N1)OCC=C)OCC=C 2,4,6-tris(allyloxy)1,3,5-triazine